NCCOCCNC(=O)C1=C(C=C(C=C1)NC(=O)C=1N(C(=CN1)C1=C(C(=C(C=C1)OC)F)F)C)CC N-[4-[2-(2-aminoethoxy)ethylcarbamoyl]-3-ethyl-phenyl]-5-(2,3-difluoro-4-methoxy-phenyl)-1-methyl-imidazole-2-carboxamide